tert-butyl N-[5-[[2-[(2S,5S)-2-(3,4-difluorophenyl)-4,4-difluoro-5-methyl-1-piperidyl]-2-oxo-acetyl]amino]-3-methyl-2-pyridyl]carbamate FC=1C=C(C=CC1F)[C@H]1N(C[C@@H](C(C1)(F)F)C)C(C(=O)NC=1C=C(C(=NC1)NC(OC(C)(C)C)=O)C)=O